(S)-quinuclidin-3-yl 8-(4-fluorophenyl)-5,6-dihydrotetrazolo[1,5-a]pyrazine-7(8H)-carboxylate FC1=CC=C(C=C1)C1C=2N(CCN1C(=O)O[C@@H]1CN3CCC1CC3)N=NN2